FC=1C=C(C=C2C(=CC(=NC12)C)C(=C)C)B1OC(C(O1)(C)C)(C)C 8-Fluoro-2-methyl-4-(prop-1-en-2-yl)-6-(4,4,5,5-tetramethyl-1,3,2-dioxaborolan-2-yl)quinoline